CC(CN1CCOCC1)(C)NC(O[C@H]1CO[C@H](C1)C1=CC(=NN1)NC=1C=2N(C=CN1)N=C(C2)COC)=O (3R,5R)-5-(3-((2-(methoxymethyl) pyrazolo[1,5-a]pyrazin-4-yl)amino)-1H-pyrazol-5-yl)tetrahydrofuran-3-yl (2-methyl-1-morpholinopropan-2-yl)carbamate